N-[4-(3-cyanophenyl)-5-(2,6-dimethyl-4-pyridinyl)thiazol-2-yl]-2-oxa-7-azaspiro[3.4]octane-7-carboxamide C(#N)C=1C=C(C=CC1)C=1N=C(SC1C1=CC(=NC(=C1)C)C)NC(=O)N1CCC2(COC2)C1